The molecule is an iron coordination entity and an organic anion. It has a role as an Escherichia coli metabolite. It contains an enterobactin(6-). It is a conjugate base of a ferrienterobactin. C1[C@@H](C(=O)OC[C@@H](C(=O)OC[C@@H](C(=O)O1)NC(=O)C2=C(C(=CC=C2)O)O)NC(=O)C3=C(C(=CC=C3)O)O)NC(=O)C4=C(C(=CC=C4)O)O.[Fe]